isostearylether C(CCCCCCCCCCCCCCC(C)C)OCCCCCCCCCCCCCCCC(C)C